((5R,9S)-3-(3-Fluorophenyl)-2-methyl-4,5,6,7,8,9-hexahydro-2H-5,9-epiminocycloocta[c]pyrazol-10-yl)(quinolin-6-yl)methanone tert-butyl-(3R,4S)-4-hydroxy-3-methylazepane-1-carboxylate C(C)(C)(C)OC(=O)N1C[C@H]([C@H](CCC1)O)C.FC=1C=C(C=CC1)C1=C2C(=NN1C)[C@@H]1CCC[C@H](C2)N1C(=O)C=1C=C2C=CC=NC2=CC1